bis(2-methoxyethyl)amine COCCNCCOC